(tert-butoxycarbonyl)-1-(2-(methylthio)propionyl)piperazine-2-carboxylic acid C(C)(C)(C)OC(=O)C1(N(CCNC1)C(C(C)SC)=O)C(=O)O